COC1=C(C=CC(=C1)OC)C(O)(C=1NC2=CC=CC=C2C1C1=CC=CC=C1)C1=CC=CC=C1 (2,4-dimethoxyphenyl)(phenyl)(3-phenyl-1H-indol-2-yl)methanol